C(C)N(C(=O)C1=C(C=CC(=C1)F)C=1C=2N(C=C(C1)N1CCC(CC1)NC(OC(C)(C)C)=O)C=NC2)C(C)C Tert-butyl N-[1-(8-{2-[ethyl(isopropyl)carbamoyl]-4-fluorophenyl}imidazo[1,5-a]pyridin-6-yl)piperidin-4-yl]carbamate